(E)-6-(4-ethoxy-2-hydroxyphenyl)-N'-((2-fluoro-5-methoxypyridin-3-yl)methylene)pyrazine-2-carbohydrazide C(C)OC1=CC(=C(C=C1)C1=CN=CC(=N1)C(=O)N/N=C/C=1C(=NC=C(C1)OC)F)O